tert-butyl (3-fluoro-5-(thiophen-3-yl)benzyl)carbamate FC=1C=C(CNC(OC(C)(C)C)=O)C=C(C1)C1=CSC=C1